((1r,3r)-3-((4-methoxy-5-(quinoxalin-6-yl)-7H-pyrrolo[2,3-d]pyrimidin-2-yl)amino)-1-methylcyclobutyl)(pyrrolidin-1-yl)methanone COC=1C2=C(N=C(N1)NC1CC(C1)(C)C(=O)N1CCCC1)NC=C2C=2C=C1N=CC=NC1=CC2